C1(=CC=CC=C1)S(=O)(=O)N1C=CC=2C1=NC=C(C2N(C)C2CC1C(CN(C1)C(=O)OC(C)(C)C)C2)C#N 1-benzenesulfonyl-4-[(2-Boc-hexahydrocyclopenta[c]pyrrol-5-yl)-methyl-amino]-1H-pyrrolo[2,3-b]pyridine-5-carbonitrile